5-chloro-3-((3,5-dimethylphenyl)sulfonyl)-N-(3-((4-methoxyphenyl)sulfonamido)propyl)-1H-indole-2-carboxamide ClC=1C=C2C(=C(NC2=CC1)C(=O)NCCCNS(=O)(=O)C1=CC=C(C=C1)OC)S(=O)(=O)C1=CC(=CC(=C1)C)C